2-acrylamido-N-(6-(2-methoxypyridin-4-yl)-1H-indazol-3-yl)benzamide C(C=C)(=O)NC1=C(C(=O)NC2=NNC3=CC(=CC=C23)C2=CC(=NC=C2)OC)C=CC=C1